(2R)-3-(((2-Aminoethoxy)(hydroxy)phosphoryl)oxy)propane-1,2-diyl distearate C(CCCCCCCCCCCCCCCCC)(=O)OC[C@H](COP(=O)(O)OCCN)OC(CCCCCCCCCCCCCCCCC)=O